8-hydroxyquinoline hemisulfate S(=O)(=O)(O)O.OC=1C=CC=C2C=CC=NC12.OC=1C=CC=C2C=CC=NC12